1,1,3-tris-(2-methylhydroxy-5-tert-butylphenyl)butane CC1=C(C=C(C=C1O)C(C)(C)C)C(CC(C)C1=C(C(=CC(=C1)C(C)(C)C)O)C)C1=C(C(=CC(=C1)C(C)(C)C)O)C